methacryloxypropyltri-n-propoxysilane C(C(=C)C)(=O)OCCC[Si](OCCC)(OCCC)OCCC